[N+](=O)([O-])C=1C=C(C[C@H](N)C(=O)O)C=C(C1O)[N+](=O)[O-] 3,5-Dinitrotyrosine